OC=1C(=CC2=C(N(C(C3N(C2=O)C=C(C3)C3=CC=C(C=C3)C3CCOCC3)O)C(=O)[O-])C1)OC 8,11-dihydroxy-7-methoxy-5-oxo-2-(4-(tetrahydro-2H-pyran-4-yl)phenyl)-11,11a-dihydro-1H-benzo[e]pyrrolo[1,2-a][1,4]diazepine-10(5H)-carboxylate